nona-fluorobutane FC(C(C(C(F)(F)F)(F)F)(F)F)F